1,2-epoxy-decane C1C(CCCCCCCC)O1